[C@H]1([C@H](O)[C@@H](O)[C@@H](O)[C@H](O1)CO)Br α-D-galactopyranosyl Bromide